CC1=C(C(=C(C1([Hf]C1(C=CC2=CC=3CC(CC3C=C12)(C)C)C(C)(C)C)C)C)C)C pentamethylcyclopentadienyl(1-tert-butyl-6,6-dimethyl-1,5,6,7-tetrahydro-s-indacenyl)hafnium